NC1=C(N=C2N1C=CC=C2C2=C(C=CC=C2OC)F)C(=O)NC(C)C 3-Amino-8-(2-fluoro-6-methoxyphenyl)-N-isopropylimidazo[1,2-a]pyridine-2-carboxamide